FC1=CC=C(C=C1)C1=NN2C(N=CC(=C2)C(=O)C2=C(C=C(C(=C2)[N+](=O)[O-])C)O)=C1 (2-(4-fluorophenyl)pyrazolo[1,5-a]pyrimidin-6-yl)(2-hydroxy-4-methyl-5-nitrophenyl)methanone